oxygen fluorine sodium vanadium phosphate P(=O)([O-])([O-])[O-].[V+5].[Na+].[F].[O+2]